[NH4+].P(OC)(OC)[O-] dimethyl phosphite, ammonium salt